2-(1-(2-(methylthio)propanoyl)piperidin-2-yl)-4-(p-tolyl)-1H-imidazol CSC(C(=O)N1C(CCCC1)C=1NC=C(N1)C1=CC=C(C=C1)C)C